4-morpholinyl-2,5-diphenyl-toluene N1(CCOCC1)C1=CC(=C(C)C=C1C1=CC=CC=C1)C1=CC=CC=C1